CONC(C1=C(C=CC=C1)C#CC1=CC=CC=C1)=O N-methoxy-2-(phenylethynyl)benzamide